BrC1=CC=C(C=C1)C(=O)N1CC2=NC=CC=C2C1 (4-bromophenyl)(5,7-dihydro-6H-pyrrolo[3,4-b]pyridin-6-yl)methanone